N(C1=CC=CC=C1)C1=C(C=CC=C1)C1=C(C=CC=C1)C1=C(C=CC=C1)NC1=CC=CC=C1 bis(anilino-phenyl)benzene